tert-Butyl 4-(7-hydroxy-2'-(((S)-pyrrolidin-2-yl)methoxy)-3,4,5',8'-tetrahydro-2H,6'H-spiro[naphthalene-1,7'-quinazolin]-4'-yl)piperazine-1-carboxylate OC1=CC=C2CCCC3(CCC=4C(=NC(=NC4C3)OC[C@H]3NCCC3)N3CCN(CC3)C(=O)OC(C)(C)C)C2=C1